O=C(CCC(=O)O)OCCOC(C1=CC(=C(C(=C1)OCCCCCCCCCCCCCCCCCC)OCCCCCCCCCCCCCCCCCC)OCCCCCCCCCCCCCCCCCC)=O 4-oxo-4-(2-[{3,4,5-tris(octadecyloxy)benzoyl}oxy]ethoxy)butyric acid